C(#N)C(C)(C)C1=CC(=NC=C1)C(=O)NC1=C(C(=C(C(=C1)C=1C=NC2=CC(=NC=C2C1)N(C)CC1=CC=C(C=C1)OC)C)F)F 4-(2-cyanoprop-2-yl)-N-(2,3-difluoro-5-(7-((4-methoxybenzyl)(methyl)amino)-1,6-naphthyridin-3-yl)-4-methylphenyl)picolinamide